N-methyl-but-2-enamide hydrochloride Cl.CNC(C=CC)=O